O1C(CCC2C1CCCC2)=O Octahydro-2H-1-benzopyran-2-on